3-bromo-N-(1-(2-fluorophenoxy)-2,4-dimethylpent-4-en-2-yl)-1-methyl-1H-pyrrolo[2,3-b]pyridine-5-carboxamide BrC1=CN(C2=NC=C(C=C21)C(=O)NC(COC2=C(C=CC=C2)F)(CC(=C)C)C)C